FC(C1=NC(=NO1)CC1=C(C(=O)N)C=CC=C1)(F)F (5-(trifluoromethyl)-1,2,4-oxadiazol-3-ylmethyl)benzamide